5-ethenyl-8-methyl-2-(methylsulfanyl)-6-phenylpyrido[2,3-d]pyrimidin-7-one C(=C)C1=C(C(N(C=2N=C(N=CC21)SC)C)=O)C2=CC=CC=C2